ClC1=C(C=C(C=2C3=C(NC12)CCN(C3)C(=O)C3=NC=C(C=N3)OC)C3=NN(C=C3)C)Cl (6,7-dichloro-9-(1-methyl-1H-pyrazol-3-yl)-1,3,4,5-tetrahydro-2H-pyrido[4,3-b]indol-2-yl)(5-methoxypyrimidin-2-yl)methanone